C(C)(C)C1=C(NC2=CC=C(C=C12)C1C[C@H]2CC[C@@H](C1)N2C2COC2)C=2C(=C(C=1N(C2)C=NN1)C)C 6-(3-isopropyl-5-((1R,5S)-8-(oxetan-3-yl)-8-azabicyclo[3.2.1]octan-3-yl)-1H-indol-2-yl)-7,8-dimethyl-[1,2,4]triazolo[4,3-a]pyridine